4-[5-(3,3-difluorocyclobutyl)-1,2,4-oxadiazol-3-yl]-N-{2-fluoro-6-[4-(propan-2-yl)piperazine-1-yl]phenyl}-4-methylpiperidine-1-carboxamide FC1(CC(C1)C1=NC(=NO1)C1(CCN(CC1)C(=O)NC1=C(C=CC=C1N1CCN(CC1)C(C)C)F)C)F